4,4,5,5-Tetramethyl-2-(spiro[fluorene-9,9'-xanthen]-4-yl)-1,3,2-dioxaborolane CC1(OB(OC1(C)C)C1=CC=CC2=C1C1=CC=CC=C1C21C2=CC=CC=C2OC=2C=CC=CC12)C